N-acryl-N-(2-bromo-4-(perfluoropropan-2-yl)-6-(trifluoromethyl)phenyl)-2-fluoro-3-(4-fluorobenzamido)benzamide C(=O)(C=C)N(C(C1=C(C(=CC=C1)NC(C1=CC=C(C=C1)F)=O)F)=O)C1=C(C=C(C=C1C(F)(F)F)C(C(F)(F)F)(C(F)(F)F)F)Br